OC(CC#N)(CC)C 3-hydroxy-3-methylpentanenitrile